tert-butyl (2S)-2-(cyanomethyl)-4-(2'-(methylsulfinyl)-3,4,5',8'-tetrahydro-2H,6'H-spiro[naphthalene-1,7'-quinazolin]-4'-yl)piperazine-1-carboxylate C(#N)C[C@@H]1N(CCN(C1)C1=NC(=NC=2CC3(CCC12)CCCC1=CC=CC=C13)S(=O)C)C(=O)OC(C)(C)C